6-fluoro-7-(3-{[(4-nitropyridin-2-yl)amino]methyl}azetidin-1-yl)-4-oxo-1-(1,3-thiazol-2-yl)-1,4-dihydro-1,8-naphthyridine-3-carboxylic acid FC=1C=C2C(C(=CN(C2=NC1N1CC(C1)CNC1=NC=CC(=C1)[N+](=O)[O-])C=1SC=CN1)C(=O)O)=O